ClC1=CC(N(S1(=O)=O)CCOC(C(=O)O)C)=O 2-(2-(5-chloro-1,1-dioxo-3-oxoisothiazol-2(3H)-yl)ethoxy)propanoic acid